ClC=1C(=C(C=C(C1OC\C=C/CO)C)C=1C(CC(NN1)=O)C)F 6-{3-chloro-2-fluoro-4-[(Z)-4-hydroxy-2-butenyloxy]-5-methylphenyl}-5-methyl-4,5-dihydro-2H-pyridazin-3-one